2-methyl-3-(6-phenyl-3-pyridyl)-2-azabicyclo[2.2.2]Octane CN1C2CCC(C1C=1C=NC(=CC1)C1=CC=CC=C1)CC2